FC1=C(C=CC(=C1)C(F)(F)F)COC1CN(C1)C(CCC1CCC(N1)=O)=O 5-[3-[3-[[2-fluoro-4-(trifluoromethyl)phenyl]methoxy]azetidin-1-yl]-3-oxo-propyl]pyrrolidin-2-one